OC1=CC=C2[C@@H](C3(OCC2=C1)CCCCC3)C3=CC=C(C=C3)N3CCC(CC3)CN3CCN(CC3)C=3C=C1CN(C(C1=CC3)=O)[C@@H]3C(NC(CC3)=O)=O (S)-3-(5-(4-((1-(4-((S)-7'-hydroxyspiro[cyclohexane-1,3'-isochroman]-4'-yl)phenyl)piperidin-4-yl)methyl)piperazin-1-yl)-1-oxoisoindolin-2-yl)piperidine-2,6-dione